F[C@H](C(=O)N)[C@](C)(O)C1=CC=C(C=C1)F (2S,3R)-2-fluoro-3-(4-fluorophenyl)-3-hydroxybutanamide